FC1=CC=C(C[C@@H]2N(CCC[C@@H](C2)C)C2=NC(=CC(N2)=O)N2C[C@H](OCC2)C)C=C1 2-((2R,4S)-2-(4-fluorobenzyl)-4-methylazepan-1-yl)-6-((R)-2-methylmorpholino)pyrimidin-4(3H)-one